(5S,8R)-10-Imino-8-methyl-8-(8-(prop-1-yn-1-yl)dibenzo[b,d]thiophen-2-yl)-2-oxa-6-thia-9-azaspiro[4.5]decane 6,6-dioxide N=C1N[C@@](CS([C@@]12CCOC2)(=O)=O)(C2=CC1=C(SC3=C1C=C(C=C3)C#CC)C=C2)C